2-(Dimethylamino)-1-(3-(2-(3-isopropyl-2-(8-methoxy-[1,2,4]triazolo[1,5-a]pyridin-6-yl)-1H-indol-5-yl)ethyl)azetidin-1-yl)ethan-1-on CN(CC(=O)N1CC(C1)CCC=1C=C2C(=C(NC2=CC1)C=1C=C(C=2N(C1)N=CN2)OC)C(C)C)C